[N+](=O)([O-])C1=C(C=CC(=C1)C1COC1)O 2-nitro-4-(oxetan-3-yl)phenol